phenyliodate C1(=CC=CC=C1)OI(=O)=O